(S)-N-(3-chloro-4-fluorophenyl)-7-fluoro-1-(propylsulfonamido)-2,3-dihydro-1H-indene-4-carboxamide ClC=1C=C(C=CC1F)NC(=O)C=1C=2CC[C@@H](C2C(=CC1)F)NS(=O)(=O)CCC